CCCSSC 4,5-dithiahexane